4-methyltetrahydrofuran-2-carboxylic acid CC1CC(OC1)C(=O)O